NCC1CN(CCO1)C 2-(aminomethyl)-4-methylmorpholine